S1C(=NC2=C1C=CC=C2)N(CCOC=2C=C(C=C1CCN(C(C21)=O)CC2=CC(=CC=C2)C(F)(F)F)OC)C 8-{2-[benzo[d]thiazol-2-yl-(methylamino)]ethoxy}-6-methoxy-2-(3-(trifluoromethyl)benzyl)-3,4-dihydroisoquinolin-1(2H)-one